C(CCCCCCCCCCC)(=O)OCCCCCCCCCCCCCC(=O)N[C@@H](CC)C(NCCC[C@@H](C)NC(C[C@@H](CCCCCCCCCCC)O)=O)=O (3S,9R)-3-[(R)-dodecanoyloxytetradecanoylamino]-4-oxo-5-aza-9(R)-[(R)-3-hydroxytetradecanoylamino]decan